N-{4-fluoro-3-[5-(3-fluoroazetidin-1-yl)-2H-pyrazolo[3,4-b]pyridin-2-yl]phenyl}azetidine-1-carboxamide FC1=C(C=C(C=C1)NC(=O)N1CCC1)N1N=C2N=CC(=CC2=C1)N1CC(C1)F